monophosphate disodium salt [Na+].[Na+].P(=O)([O-])([O-])O